(3R)-1-[7-[8-ethyl-7-fluoro-3-(methoxymethoxy)-1-naphthyl]-8-fluoro-5-isopropoxy-2-methylsulfonyl-pyrido[4,3-d]pyrimidin-4-yl]-3-methyl-piperidin-3-ol C(C)C=1C(=CC=C2C=C(C=C(C12)C1=C(C=2N=C(N=C(C2C(=N1)OC(C)C)N1C[C@@](CCC1)(O)C)S(=O)(=O)C)F)OCOC)F